COC(=O)C1C(N(N=C(C1)C1=CC=C(C=C1)OC)C1=CC(=CC=C1)F)=O 2-(3-fluorophenyl)-6-(4-methoxyphenyl)-3-oxo-2,3,4,5-tetrahydropyridazine-4-carboxylic acid methyl ester